OC(C(=O)[O-])CC 2-hydroxybutanoate